4,4,5,5-Tetramethyl-2-(o-methyl-d3-phenyl)-1,3,2-dioxaborolane CC1(OB(OC1(C)C)C1=C(C=CC=C1)C([2H])([2H])[2H])C